C(#N)C=1N=CC(=NC1)NC1=CC(=C(N=N1)C1=NN(C=C1)C)OCC1CN(CCO1)C(=O)OC(C)(C)C tert-butyl 2-((6-(5-cyanopyrazin-2-ylamino)-3-(1-methyl-1H-pyrazol-3-yl)pyridazin-4-yloxy)methyl)morpholine-4-carboxylate